BrC1=CC=C(C=C1)[C@@H](C)N1CCOCC1 (R)-4-(1-(4-bromophenyl)ethyl)morpholine